FC1=CC=C2C(=CC=NC2=C1)N(C(CCC(CC)CCO)C(=O)O)N 7-fluoro-4-(1-carboxy-4-ethyl-(2-hydroxyethyl)-amino-1-butylamino)quinoline